CN(C)\C=N\C=1C2=C(N=CN1)N(C(=C2C=2C=NC1=CC=CC=C1C2)C#C)C21CCC(CC2)(C1)NC(=O)C1=NC=C(N=C1)C (E)-N-(4-(4-(((dimethylamino)methylene)amino)-6-ethynyl-5-(quinolin-3-yl)-7H-pyrrolo[2,3-d]pyrimidin-7-yl)bicyclo[2.2.1]heptane-1-yl)-5-methylpyrazine-2-carboxamide